Cl.N1(C=NC=C1)C1=NC=CC(=N1)C(=O)NC1CCC(CC1)N1CCNCC1 2-(1H-imidazol-1-yl)-N-((1R,4R)-4-(piperazin-1-yl)cyclohexyl)pyrimidine-4-carboxamide hydrochloride